N1(C=NC=C1)C1=CC(=NC=C1)C(=O)NC1CCC(CC1)C 4-(1H-imidazol-1-yl)-N-(4-methylcyclohexyl)picolinamide